C(#N)C=1C=CC=C2NC[C@@H](NC12)[C@@H](C1=CC=CC=C1)NCCC=1C=CC(=C(C1)CC(=O)O)F 2-(5-(2-(((R)-((R)-8-cyano-1,2,3,4-tetrahydroquinoxalin-2-yl)(phenyl)methyl)amino)ethyl)-2-fluorophenyl)acetic acid